(2S,4r)-1-[(2S)-2-[4-(5-cyano-3-pyridinyl)triazol-1-yl]-3,3-dimethyl-butyryl]-4-hydroxy-N-methyl-pyrrolidine-2-carboxamide C(#N)C=1C=C(C=NC1)C=1N=NN(C1)[C@H](C(=O)N1[C@@H](C[C@H](C1)O)C(=O)NC)C(C)(C)C